NC1=C(SC2=NC(=CC(=C21)C)C)C(=O)NC2CC=1C=CC(=NC1CC2)N2CC(C(C2)C(C)OC)N 3-amino-N-{2-[3-amino-4-(1-methoxyethyl)pyrrolidin-1-yl]-5,6,7,8-tetrahydroquinolin-6-yl}-4,6-dimethylthieno[2,3-b]pyridine-2-carboxamide